C(C)(=O)O[C@H]1[C@H](O[C@H]([C@@H]([C@H]1OC(C)=O)NC(C)=O)OCCCCC(=O)NCCOCCO)COC(C)=O (2R,3R,4R,5R,6R)-5-acetamido-2-(acetoxymethyl)-6-((5-((2-(2-hydroxyethoxy)ethyl)amino)-5-oxopentyl)oxy)tetrahydro-2H-pyran-3,4-diyl diacetate